4-bromo-N-(3-(3,3-difluoroazetidin-1-yl)quinoxaline-5-yl)-2-(6-azaspiro[2.5]octan-6-yl)benzamide BrC1=CC(=C(C(=O)NC2=C3N=C(C=NC3=CC=C2)N2CC(C2)(F)F)C=C1)N1CCC2(CC2)CC1